Spermidine NCCCCNCCCN